(S)-1-HYDROXY-N,N-BIS(4-METHOXYBENZYL)PENT-4-ENE-2-SULFONAMIDE OC[C@H](CC=C)S(=O)(=O)N(CC1=CC=C(C=C1)OC)CC1=CC=C(C=C1)OC